magnesium chloro(methyl) chloride ClCCl.[Mg]